CN(CCN(C1=NC(=C(C=C1N)NC1=NC=CC(=N1)N1CC2(C3=NC=CC=C31)CCC2)OCC(F)(F)F)C)C N2-(2-(dimethylamino)ethyl)-N2-methyl-N5-(4-(spiro[cyclobutane-1,3'-pyrrolo[3,2-b]pyridin]-1'(2'H)-yl)pyrimidin-2-yl)-6-(2,2,2-trifluoroethoxy)pyridin-2,3,5-triamine